N-benzoyl-N'-(3-butoxypropyl)thiourea C(C1=CC=CC=C1)(=O)NC(=S)NCCCOCCCC